C(C)(C)(C)[Si](OC=1C(=C2CC[C@](OC2=C(C1C)C)(CC\C=C(\CC\C=C(\CCC=C(C)C)/C)/C)C)C)(C)C tert-Butyldimethyl(((R)-2,5,7,8-tetramethyl-2-((3E,7E)-4,8,12-trimethyltrideca-3,7,11-trien-1-yl)chroman-6-yl)oxy)silane